copper (II) glycine NCC(=O)O.[Cu+2]